CC=1N=C(N2N=C(C=C(C21)C2=CC=NN2C)N2CC1CCC(C2)O1)C1=CC=NN1 3-[5-methyl-4-(1-methyl-1H-pyrazol-5-yl)-7-(1H-pyrazol-5-yl)imidazo[1,5-b]pyridazin-2-yl]-8-oxa-3-azabicyclo[3.2.1]octane